OC=1C=CC(=C2C(=CC=NC12)N1CC(N(CC1)C)=O)[N+](=O)[O-] 4-(8-hydroxy-5-nitroquinolin-4-yl)-1-methylpiperazin-2-one